3-((4-(5-chloro-2-(((S)-5,5-difluoropiperidin-3-yl)oxy)-3-methylphenyl)pyrrolo[2,1-f][1,2,4]triazin-6-yl)methyl)-6,6-dimethyl-3-azabicyclo[3.1.0]hexane-2,4-dione 2,2,2-trifluoroacetate FC(C(=O)O)(F)F.ClC=1C=C(C(=C(C1)C1=NC=NN2C1=CC(=C2)CN2C(C1C(C1C2=O)(C)C)=O)O[C@@H]2CNCC(C2)(F)F)C